(S)-N-(1-(6-(3-cyano-4-fluorophenyl)-2-(methylthio)thiazolo[4,5-b]pyridin-5-yl)-2-(3,5-difluorophenyl)ethyl)-2-methylpropane-2-sulfinamide C(#N)C=1C=C(C=CC1F)C=1C=C2C(=NC1C(CC1=CC(=CC(=C1)F)F)N[S@@](=O)C(C)(C)C)N=C(S2)SC